CN(C1CC2CCC(C1)N2C(=O)OC(C)(C)C)C=2N=NC(=CC2)C2=CC=C(C=1N=CSC12)N1N=CC=C1 tert-butyl (exo)-3-[methyl({6-[4-(pyrazol-1-yl)-1,3-benzothiazol-7-yl] pyridazin-3-yl}) amino]-8-azabicyclo[3.2.1]octane-8-carboxylate